C1(CCC(N1C1(CCC(CC1)CN1C(C=CC1=O)=O)C(=O)O)=O)=O succinimido-4-(maleimidomethyl)cyclohexane-1-carboxylic acid